BrC=1C(=NC=CC1[C@@H](CCC=C)N)OC(F)F (R)-1-(3-bromo-2-(difluoromethoxy)pyridin-4-yl)pent-4-en-1-amine